N-[2-phenyl-2-[[5-[5-(trifluoromethyl)-1,2,4-oxadiazol-3-yl]pyrimidin-2-yl]amino]ethyl]cyclopropanesulfonamide C1(=CC=CC=C1)C(CNS(=O)(=O)C1CC1)NC1=NC=C(C=N1)C1=NOC(=N1)C(F)(F)F